C(C)(C)(C)OC(=O)NCC1=CC=C(C=C1)B(O)O [4-[(tert-butoxycarbonylamino)methyl]phenyl]boronic acid